N1(CCCCC1)C1=CC=C(S1)\C=C\1/C(=NOC1=O)C(F)(F)F (E)-4-((5-(piperidin-1-yl)thiophen-2-yl)methylene)-3-(trifluoromethyl)isoxazol-5(4H)-one